2-(((3-(hexyloxy)-3-oxopropyl)thio)methyl)-4-((3-morpholinopropyl)amino)-4-oxobutanoate C(CCCCC)OC(CCSCC(C(=O)[O-])CC(=O)NCCCN1CCOCC1)=O